(3-(hydroxyimino) propyl) isobutyl phosphonate P(OCCC=NO)(OCC(C)C)=O